NCCNCCNCCN[C@@H](CC(=O)O)C(=O)O N-{N'-[N''-(2-aminoethyl)-2-aminoethyl]-2-aminoethyl}aspartic acid